ClC=1C=C(C2=C(C(CO2)O)C1)S(=O)(=O)NC1=C(C(=C(C=C1)F)C=1C=C2C=NC(=NC2=C(C1)CC)NC1CCNCC1)F 5-chloro-N-{3-[8-ethyl-2-(piperidin-4-ylamino)quinazolin-6-yl]-2,4-difluorophenyl}-3-hydroxy-2,3-dihydro-1-benzofuran-7-sulfonamide